(4-butylphenyl) (2-chloro-4,5-dimethoxyphenyl) ketone ClC1=C(C=C(C(=C1)OC)OC)C(=O)C1=CC=C(C=C1)CCCC